2-methyl-4-(1-(3-(trifluoromethoxy)phenyl)-1H-1,2,4-triazol-3-yl)aniline (S)-tert-butyl-6-(3-(2-(dimethylamino)ethoxy)phenyl)-3-methyl-3,4-dihydropyridine-1(2H)-carboxylate C(C)(C)(C)OC(=O)N1C[C@H](CC=C1C1=CC(=CC=C1)OCCN(C)C)C.CC1=C(N)C=CC(=C1)C1=NN(C=N1)C1=CC(=CC=C1)OC(F)(F)F